(5-bromo-6-fluoro-2-pyridyl)methanol BrC=1C=CC(=NC1F)CO